O=C1N(CCC1)CCCNC(C1=CC=C(C=C1)C1=NC=C2N1C=C(N=C2)C2=CC=CC=C2)=O N-(3-(2-oxopyrrolidin-1-yl)propyl)-4-(6-phenylimidazo[1,5-a]pyrazin-3-yl)benzamide